CN1CCN(CC1)C1=CC=C(C=C1)NC=1N=C(C2=C(N1)NC=C2C#N)N2OCC[C@H]2C2=CC=CC=C2 (S)-2-((4-(4-methylpiperazin-1-yl)phenyl)amino)-4-(3-phenylisoxazolidin-2-yl)-7H-pyrrolo[2,3-d]pyrimidine-5-carbonitrile